N-Boc-4,4-difluoro-L-proline CC(C)(C)OC(=O)N1CC(CC1C(=O)O)(F)F